CC1(C=2C=C(C=CC2N2C3=C(C=CC=C13)C=1C=CC=CC12)C=1C=CC=2C(N(C(C3=CC=CC1C23)=O)C)=O)C 6-(8,8-dimethyl-8H-indolo[3,2,1-de]acridin-10-yl)-2-methyl-1H-benzo[de]isoquinoline-1,3(2H)-dione